[Si](C)(C)(C(C)(C)C)O[C@H]1C[C@@H](O[C@]1(C=C)CO[Si](C)(C)C(C)(C)C)N1C(NC(C=C1)=O)=O 1-[(2R,4S,5R)-4-[(tert-butyldimethylsilyl)oxy]-5-{[(tertbutyldimethylsilyl)oxy]methyl}-5-ethenyloxolan-2-yl]-3H-pyrimidine-2,4-dione